C(C(=C)C)(=O)OC(CC[Si](OC)(OC)OC)C gamma-methacryloxybutyl-trimethoxysilane